CN(C1CC(C1)OC1=CC2=C(N=C(S2)CNC(=O)C2(CC3=CC=CC=C3C2)CC(=O)O)C=C1)C 2-[2-[[6-[3-(dimethylamino)cyclobutoxy]-1,3-benzothiazol-2-yl]methylcarbamoyl]indan-2-yl]acetic acid